NC1=C2N=CN(C2=NC(=N1)Cl)C(CCO)CCCCCC 3-(6-Amino-2-chloro-9H-purin-9-yl)nonan-1-ol